NAPHTHALENETHIOL C1=CC=C2C(=C1)C=CC=C2S